(6S)-4-(2,7-dichloro-8-fluoropyrido[4,3-d]pyrimidin-4-yl)-6-methyl-1,4-oxazepan-6-ol ClC=1N=C(C2=C(N1)C(=C(N=C2)Cl)F)N2CCOC[C@](C2)(O)C